ClC=1C(=NC=CC1C1=C(C(=CC=C1)C1=NC(=C(C=C1)CNC)OC)Cl)C1=CC(=C(CN2C[C@@H](CC2)C(=O)OC(C)C)C=C1)OC isopropyl (R)-1-(4-(3-chloro-4-(2-chloro-3-(6-methoxy-5-((methylamino)methyl)pyridin-2-yl)phenyl)pyridin-2-yl)-2-methoxybenzyl)pyrrolidine-3-carboxylate